2-iodoethanol acetate C(C)(=O)OCCI